2-(1-(1-(4-((R)-3-((cyclobutylmethyl)amino)piperidin-1-yl)phenyl)ethyl)-1H-1,2,3-triazol-4-yl)-4H-pyrido[1,2-a]pyrimidin-4-one C1(CCC1)CN[C@H]1CN(CCC1)C1=CC=C(C=C1)C(C)N1N=NC(=C1)C=1N=C2N(C(C1)=O)C=CC=C2